1-(2'-ethoxy-4'-fluoro-[1,1'-biphenyl]-4-yl)-4-phenyl-1H-1,2,3-triazole C(C)OC1=C(C=CC(=C1)F)C1=CC=C(C=C1)N1N=NC(=C1)C1=CC=CC=C1